1-[2-(Difluoromethoxy)-4-(trifluoromethyl)phenyl]-4-methylsulfanyl-pyrrolo[1,2-d][1,2,4]triazine FC(OC1=C(C=CC(=C1)C(F)(F)F)C=1C=2N(C(=NN1)SC)C=CC2)F